4-tert-butyl-1-methyl-trans-cyclohexane-1,4-dicarboxylic acid C(C)(C)(C)C1(CCC(CC1)(C(=O)O)C)C(=O)O